ClC1=NN(C(=C1)I)CC1=CC(=NN1CC1=CC=C(C=C1)OC)CC 3-chloro-1-({3-ethyl-1-[(4-methoxyphenyl)methyl]-1H-pyrazol-5-yl}methyl)-5-iodo-1H-pyrazole